Cl.C(#N)C=1C=C(C=CC1F)N1C(C(CC1)C(=O)N)C (3-Cyano-4-fluorophenyl)-2-methyl-pyrrolidine-3-carboxamide hydrochloride